3-(1-naphthyl)aniline C1(=CC=CC2=CC=CC=C12)C=1C=C(N)C=CC1